CC(CC)(CCCCCCCCCCC(CC)C)O 3,14-dimethyl-hexadecane-3-ol